C[SiH](C1=CC=C(C=C1)OC)C dimethyl-(4-methoxyphenyl)silane